Dithioglycolic acid methyl ester CSC(CO)=S